5,6-Dimethoxynicotinaldehyde COC=1C(=NC=C(C=O)C1)OC